N'-((1,2,3,5,6,7-hexahydro-s-indacen-4-yl)carbamoyl)-3-(((2-methoxyethyl)(methyl)amino)methyl)benzenesulfonimidamide C1CCC2=C(C=3CCCC3C=C12)NC(=O)N=S(=O)(N)C1=CC(=CC=C1)CN(C)CCOC